C1(=C(C=CC=C1)N(C1=CC=CC=2C3(C4=CC=CC=C4C12)C1=CC=CC=C1C=1C=CC=CC13)C1=CC=3C(C2=CC=CC=C2C3C=C1)(C)C)C1=CC=CC=C1 N-(1,1'-biphenyl-2-yl)-N-(9,9-dimethyl-9H-fluoren-2-yl)-9,9'-spirobi(9H-fluorene)-4-amine